6-bromo-1-(phenyl-d5)dibenzo[b,d]furan-2,3,4,7,8,9-d6 BrC1=C(C(=C(C=2C3=C(OC21)C(=C(C(=C3C3=C(C(=C(C(=C3[2H])[2H])[2H])[2H])[2H])[2H])[2H])[2H])[2H])[2H])[2H]